Difluoroacetic anhydride FC(C(=O)OC(C(F)F)=O)F